1-(1-cyclopropylvinyl)-3-methoxybenzene C1(CC1)C(=C)C1=CC(=CC=C1)OC